N1=CN=C(C=C1)NC1=CC=C2N(C1=O)C1(NC2=O)CCCC1 6'-(pyrimidin-4-ylamino)-1'H-spiro[cyclopentane-1,3'-imidazo[1,5-a]-pyridine]-1',5'(2'H)-dione